ClC=1C=CC(=C2C3(NC(NC12)=O)CCCCC3)OC3=C(C=CC=C3F)C3=NN=NN3 8'-chloro-5'-[6-fluoro-2-(1H-tetrazol-5-yl)phenoxyl]1'H-spiro[cyclohexane-1,4'-quinazolin]-2'(3'H)-one